(E)-2-((1-benzyl-2-(bis(3-((2-(tert-butoxy)-2-oxoethyl)dimethylammonio)propyl)amino)quinolin-4(1H)-ylidene)methyl)-5,6-dihydro-4H-thiazolo[5,4,3-ij]quinolin-3-ium trifluoroacetate salt FC(C(=O)[O-])(F)F.C(C1=CC=CC=C1)N1C(=C/C(/C2=CC=CC=C12)=C\C=1SC=2C=CC=C3CCC[N+]1C23)N(CCC[N+](CC(OC(C)(C)C)=O)(C)C)CCC[N+](C)(C)CC(=O)OC(C)(C)C.FC(C(=O)[O-])(F)F.FC(C(=O)[O-])(F)F